(R,Z)-N-(3-(4-((4-([1,2,4]triazolo[1,5-a]pyridin-7-yloxy)-2-Methoxy-5-methylphenyl)amino)thieno[2,3-d]pyrimidin-6-yl)phenyl)-2-fluoro-3-(1-methylpyrrolidin-2-yl)acrylamide N=1C=NN2C1C=C(C=C2)OC2=CC(=C(C=C2C)NC=2C1=C(N=CN2)SC(=C1)C=1C=C(C=CC1)NC(/C(=C/[C@@H]1N(CCC1)C)/F)=O)OC